4-((4-hydroxybut-2-en-1-yl)amino)benzonitrile OCC=CCNC1=CC=C(C#N)C=C1